tert-butyl 6-((8-((1r,4r)-bicyclo[2.2.1]heptan-1-yl)-6-cyano-7-oxo-7,8-dihydropyrido[2,3-d]pyrimidin-2-yl)amino)-3,4-dihydroisoquinoline-2(1H)-carboxylate C12(CCC(CC1)C2)N2C(C(=CC1=C2N=C(N=C1)NC=1C=C2CCN(CC2=CC1)C(=O)OC(C)(C)C)C#N)=O